3-((6,6-difluorohexyl)oxy)-4-(1-(fluoromethyl)-1,2,5,6-tetrahydropyridin-3-yl)-1,2,5-thiadiazole FC(CCCCCOC1=NSN=C1C=1CN(CCC1)CF)F